FC1=CC=CC=2C=3N(C(=NC12)N)C=C(N3)CN3CCN(CCC3)C3=NC=CC=C3 7-fluoro-2-((4-(pyridin-2-yl)-1,4-diazepan-1-yl)methyl)imidazo[1,2-c]quinazolin-5-amine